4-(aminomethyl)-6-(5-(2-(difluoromethyl)phenyl)-1-methyl-1H-pyrazol-4-yl)phthalazin-1(2H)-one NCC1=NNC(C2=CC=C(C=C12)C=1C=NN(C1C1=C(C=CC=C1)C(F)F)C)=O